C1(CC1)C=1C(=NC(=NC1)NC=1C(=NN(C1)C1CCN(CC1)C(C)C)CC)NCCCN1C(COCC1)=O 4-(3-((5-cyclopropyl-2-((3-ethyl-1-(1-isopropylpiperidin-4-yl)-1H-pyrazol-4-yl)amino)pyrimidin-4-yl)amino)propyl)morpholin-3-one